1-azacycloheptadec-9-ene N1CCCCCCCC=CCCCCCCC1